2-(6-((R)-3-((cyclopropylmethyl)amino)piperidin-1-Yl)pyridazin-3-yl)-N-(5-(pyrrolidin-1-yl)pyridin-3-yl)propanamide C1(CC1)CN[C@H]1CN(CCC1)C1=CC=C(N=N1)C(C(=O)NC=1C=NC=C(C1)N1CCCC1)C